4,4'-(1-phenylethylidene)-bisphenol C1(=CC=CC=C1)C(C)(C1=CC=C(C=C1)O)C1=CC=C(C=C1)O